Cl.O1CC(C1)N oxetan-3-amine hydrochloride